Tricosan-12-yl ((R)-(((2R,3S,5R)-5-(6-amino-2-fluoro-9H-purin-9-yl)-2-ethynyl-3-hydroxytetrahydrofuran-2-yl) methoxy)(phenoxy)phosphoryl)-L-alaninate NC1=C2N=CN(C2=NC(=N1)F)[C@H]1C[C@@H]([C@@](O1)(C#C)CO[P@@](=O)(OC1=CC=CC=C1)N[C@@H](C)C(=O)OC(CCCCCCCCCCC)CCCCCCCCCCC)O